6-benzyl 5-(tert-butyl) 2-(benzyloxy)-1-oxo-2,5-diazaspiro[3.4]octane-5,6-dicarboxylate C(C1=CC=CC=C1)ON1C(C2(C1)N(C(CC2)C(=O)OCC2=CC=CC=C2)C(=O)OC(C)(C)C)=O